ClC1=CC2=C(N(C(C(N2C)=O)=O)C2CCN(CC2)CC2=CC=C(C=C2)OC(F)(F)F)N=C1C 7-Chloro-1,6-dimethyl-4-(1-(4-(trifluoromethoxy)benzyl)piperidin-4-yl)-1,4-dihydropyrido[2,3-b]pyrazine-2,3-dione